FC1=CC=C(OC2=CC=C(C=C2)C2CN(C2)C(=O)OC(C)(C)C)C=C1 tert-Butyl 3-[4-(4-fluorophenoxy)phenyl]azetidine-1-carboxylate